4-amino-7-cyclopropyl-1-[rac-(2RS,3SR)-2-methyloxolan-3-yl]pyrido[2,3-d]pyrimidin-2-one NC=1C2=C(N(C(N1)=O)[C@@H]1[C@H](OCC1)C)N=C(C=C2)C2CC2 |r|